FC=1C=2CCCC2C(=C2CCCC12)NC(=O)NS(=O)(=O)C=1C=C(N(N1)C)C(=O)OC methyl 5-[[(8-fluoro-1,2,3,5,6,7-hexahydro-s-indacen-4-yl)carbamoyl]aminosulfonyl]-2-methylpyrazole-3-carboxylate